tert-butyl 2-(2,2-dibromovinyl)-4,7-dihydrothieno[2,3-c]pyridin-6(5H)-carboxylate Tert-butyl-2-formyl-4,7-dihydrothieno[2,3-c]pyridin-6(5H)-carboxylate C(C)(C)(C)OC(=O)N1CC2=C(CC1)C=C(S2)C=O.BrC(=CC2=CC1=C(CN(CC1)C(=O)OC(C)(C)C)S2)Br